gallium copper-aluminum [Al].[Cu].[Ga]